C(C)O[Si](OC=1C=C(C=CC1NC(C1=CC=C(C=C1)N)=O)C1=CC(=C(C=C1)NC(C1=CC=C(C=C1)N)=O)O[Si](OCC)(OCC)OCC)(OCC)OCC 3,3'-bis(triethoxysiloxy)-4,4'-bis(4-aminobenzoylamino)biphenyl